C(C)(C)OCCN1C=NC2=CC=C(C=C2C1=O)[N+](=O)[O-] 3-(2-isopropoxyethyl)-6-nitroquinazolin-4(3H)-one